(Z)-3-(7-chloro-5-(4-(5-(4-(1-(4-hydroxyphenyl)-2-phenylbut-1-en-1-yl)phenoxy)pentyl)piperazin-1-yl)-1-oxoisoindolin-2-yl)piperidine-2,6-dione ClC=1C=C(C=C2CN(C(C12)=O)C1C(NC(CC1)=O)=O)N1CCN(CC1)CCCCCOC1=CC=C(C=C1)\C(=C(\CC)/C1=CC=CC=C1)\C1=CC=C(C=C1)O